CCCCCC(CC(=O)SCCNC(=O)CCNC(=O)[C@@H](C(C)(C)COP(=O)(O)OP(=O)(O)OC[C@@H]1[C@H]([C@H]([C@@H](O1)N2C=NC3=C(N=CN=C32)N)O)OP(=O)(O)O)O)O The molecule is a 3-hydroxy-fatty acyl-CoA that results from the formal condensation of the thiol group of coenzyme A with the carboxy group of 3-hydroxyoctanoic acid. It is a 3-hydroxy fatty acyl-CoA and a medium-chain fatty acyl-CoA. It derives from a 3-hydroxyoctanoic acid. It is a conjugate acid of a 3-hydroxyoctanoyl-CoA(4-).